OC[C@@H]1N(C2=CC=CC=C2C1)C(=O)OC(C)(C)C tert-butyl (R)-2-(hydroxymethyl)indoline-1-carboxylate